ClC=1C=C(C=CC1)NC=1C2=C(N=CN1)C(=NC=N2)NN=CC2=CC=NC=C2 N-(3-chlorophenyl)-8-(2-(pyridin-4-ylmethylene)hydrazineyl)pyrimido[5,4-d]pyrimidin-4-amine